CN(CCCNC1=NC2=NC(=CC(=C2C(=C1C)NC)C)C)C N2-(3-(dimethylamino)propyl)-N4,3,5,7-tetramethyl-1,8-naphthyridine-2,4-diamine